5-ethylenedioxythiophene C1OC2=C(C=CS2)OC1